C(C)(C)(C)OC(=O)N(CCC1=NC(=CC=C1[N+](=O)[O-])OC)CC1=C(C=CC(=C1)F)NC1=C(C(=O)O)C=C(C=C1)C(F)(F)F (2-(((tert-Butoxycarbonyl)(2-(6-methoxy-3-nitropyridin-2-yl)ethyl)amino)-methyl)-4-fluorophenyl)amino-5-(trifluoromethyl)benzoic acid